1-((4-(5-(quinolin-3-yl)-1,2,4-oxadiazol-3-yl)naphthalen-1-yl)methyl)azetidine-3-carboxylic acid N1=CC(=CC2=CC=CC=C12)C1=NC(=NO1)C1=CC=C(C2=CC=CC=C12)CN1CC(C1)C(=O)O